C(C)(CC)N1N=CC=2N=C(N=C(C21)N[C@@H](C=2C=NC1=CC=CC=C1C2)C2CC2)N2CCN(CC2)C(C)=O 1-(4-{1-sec-Butyl-7-[((R)-cyclopropyl-quinolin-3-yl-methyl)-amino]-1H-pyrazolo[4,3-d]pyrimidin-5-yl}-piperazin-1-yl)-ethanon